N-[3-[1H-imidazol-5-ylmethyl(methyl)amino]phenyl]-N-isobutyl-3-phenyl-propanamide N1C=NC=C1CN(C=1C=C(C=CC1)N(C(CCC1=CC=CC=C1)=O)CC(C)C)C